tert-butyl ((1r,3r)-3-(4-(1-(4-((6-cyanopyridin-3-yl)oxy)phenyl) cyclopentyl)phenoxy)cyclobutyl)carbamate C(#N)C1=CC=C(C=N1)OC1=CC=C(C=C1)C1(CCCC1)C1=CC=C(OC2CC(C2)NC(OC(C)(C)C)=O)C=C1